bromo-4-chloro-3-nitropyridin-2-amine BrC=1C(=C(C(=NC1)N)[N+](=O)[O-])Cl